7-[4-[(3aS,6aS)-5-methyl-2,3,3a,4,6,6a-hexahydropyrrolo[2,3-c]pyrrol-1-yl]-6-cyano-5-fluoro-8-(methylamino)-9H-pyrido[2,3-b]indol-3-yl]-4-oxo-quinolizine-3-carboxylic acid CN1C[C@@H]2[C@H](C1)CCN2C2=C(C=NC=1NC3=C(C=C(C(=C3C12)F)C#N)NC)C1=CN2C(C(=CC=C2C=C1)C(=O)O)=O